ClC1=C2CN(C(C2=CC(=C1)C)=O)C1CC2CCC(C1)N2C(=O)[O-] 3-(4-chloro-6-methyl-1-oxoisoindolin-2-yl)-8-azabicyclo[3.2.1]octane-8-carboxylate